ClC=1C(=NC(=NC1)NC1=C(C=C(C=C1)N1CCC(CC1)N(C)C)OC)NC1=C(C=CC=C1)P(=O)(C)C 5-chloro-N2-[4-[4-(dimethylamino)-1-piperidinyl]-2-methoxyphenyl]-N4-[2-(dimethylphosphinyl)phenyl]-2,4-pyrimidinediamine